ethyl 3-(2-bromo-4-fluorophenyl)-2,2,3,3-tetrafluoropropanoate BrC1=C(C=CC(=C1)F)C(C(C(=O)OCC)(F)F)(F)F